C[P+](O[C@@H](COC1=CC=CC=C1)CC)=O methyl-(oxo){[(2R)-1-phenoxy-2-butyl]oxy}phosphonium